3-methyl-5,6,7,8-tetrahydro-[1,2,4]triazolo[4,3-a]pyrazine CC1=NN=C2N1CCNC2